2-[(13S)-13-methyl-4-[[2-(trimethylsilyl)ethoxy]methyl]-14-oxa-2,4,10-triazatricyclo[7.5.0.0[3,7]]tetradeca-1(9),2,5,7-tetraen-10-yl]benzoate C[C@H]1CCN(C=2C=C3C=CN(C3=NC2O1)COCC[Si](C)(C)C)C1=C(C(=O)[O-])C=CC=C1